2-nitro-9-(p-tolyl)-9H-fluorene [N+](=O)([O-])C1=CC=2C(C3=CC=CC=C3C2C=C1)C1=CC=C(C=C1)C